P(=O)(OCC(CCCC)CC)([O-])[O-] (2-ethylhexyl) phosphate